FC1=C(C(=CC=C1)OCCN1CCOCC1)C1=C(C(=O)O)C=CN=C1 3-(2-fluoro-6-(2-morpholinoethoxy)phenyl)isonicotinic acid